C=C1C(NC(C(N1)=O)=C([2H])C=1N=CNC1C(C)(C)C)=O methylene-6-((5-(tert-butyl)-1H-imidazol-4-yl)methylene-d)piperazine-2,5-dione